4-(2-(difluoromethoxy)phenyl)-N-(5-((5-(hydroxymethyl)pyridin-2-yl)methoxy)-1,3,4-thiadiazol-2-yl)-6-methylpyridine-3-carboxamide FC(OC1=C(C=CC=C1)C1=C(C=NC(=C1)C)C(=O)NC=1SC(=NN1)OCC1=NC=C(C=C1)CO)F